N-(thiazol-4-yl)pyridine-2-sulfonamide S1C=NC(=C1)NS(=O)(=O)C1=NC=CC=C1